1,3a-dihydro-4H-pyrazolo[3,4-d]pyrimidin N1N=CC2C1=NC=NC2